(3S,4R,5S,6R)-3-hydrazino-6-(hydroxymethyl)tetrahydro-2H-pyran-2,4,5-triol N(N)[C@@H]1C(O[C@@H]([C@H]([C@@H]1O)O)CO)O